6-(4-chlorobenzyl)-5-oxo-1,4,5,6-tetrahydropyrido[3,4-C][1,8]naphthyridine-3(2H)-carboxylic acid tert-butyl ester C(C)(C)(C)OC(=O)N1CC=2C(N(C=3N=CC=CC3C2CC1)CC1=CC=C(C=C1)Cl)=O